4-(pyridin-4-ylethynyl)-N-((1-((2,2,2-triFluoroethyl)amino)cyclohexyl)methyl)benzamide N1=CC=C(C=C1)C#CC1=CC=C(C(=O)NCC2(CCCCC2)NCC(F)(F)F)C=C1